NC1=C2C(=NC=N1)N(N=C2C2=CC=C(C=C2)OC2=CC=CC=C2)C2CCN(CC2)C2C[C@@H]1[C@@H](CN(C1)C(=O)[O-])C2 (3aR,6aS)-5-(4-(4-amino-3-(4-phenoxyphenyl)-1H-pyrazolo[3,4-d]pyrimidin-1-yl)piperidin-1-yl)hexahydrocyclopenta[c]pyrrole-2(1H)-carboxylate